di-tertbutyldicarbonate C(C)(C)(C)OC(=O)OC(=O)OC(C)(C)C